5,7-Dibromoisatin BrC=1C=C2C(C(NC2=C(C1)Br)=O)=O